(S)-1'-(6-((2-amino-3-chloropyridin-4-yl)thio)pyrido[2,3-b]pyrazin-2-yl)-3-fluoro-5,7-dihydrospiro[cyclopenta[b]pyridin-6,4'-piperidin]-5-amine NC1=NC=CC(=C1Cl)SC=1C=CC=2C(=NC=C(N2)N2CCC3(CC2)[C@@H](C=2C(=NC=C(C2)F)C3)N)N1